N1=C(C=CC=C1)CC(=O)OCC ethyl pyridinylacetate